4-(tert-butyl-(diphenyl)silyl)oxy-1,1-difluorobutan-2-ol C(C)(C)(C)[Si](OCCC(C(F)F)O)(C1=CC=CC=C1)C1=CC=CC=C1